Cl.Cl.Cl.N[C@@H]1CN(C[C@@H](C1)C)C1=C(C=NC=C1)NC(=O)C=1C(=C(C(=CC1)F)C1=C(C=C(C=C1F)/C=N/OC)F)F N-(4-((3S,5R)-3-amino-5-methylpiperidin-1-yl)pyridin-3-yl)-2,2',6,6'-tetrafluoro-4'-((E)-(methoxyimino)methyl)-[1,1'-biphenyl]-3-carboxamide trihydrochloride